NC1=C(C=C(C=N1)C1=CC=2C3=C(C(N(C2C=C1)CCN1C=CC=C1)=O)N=NN3C3=CC(=C(C=C3)N3CCNCC3)C(F)(F)F)C(F)(F)F 8-(6-Amino-5-(trifluoromethyl)pyridin-3-yl)-1-(4-(piperazin-1-yl)-3-(trifluoromethyl)phenyl)-5-(2-(Pyrrol-1-yl)ethyl)-1,5-dihydro-4H-[1,2,3]triazolo[4,5-c]quinolin-4-one